N-(4-chlorophenyl)-2-(4-(2,3-dimethylpyridin-4-yl)cyclohexyl)propanamide ClC1=CC=C(C=C1)NC(C(C)C1CCC(CC1)C1=C(C(=NC=C1)C)C)=O